C(C)N1C[C@@H](CCC1)NC=1C(N(C(N(N1)CC1=CC=C(C=C1)OC)=O)C)=O 6-[[(3R)-1-Ethyl-3-piperidyl]amino]-2-[(4-methoxyphenyl)methyl]-4-methyl-1,2,4-triazine-3,5-dione